ClC1=CC=C2C(=CNC2=C1)S(=O)(=O)NC1=NC(=C(C(=N1)OC)CCC(F)(F)F)OC 6-chloro-N-[4,6-dimethoxy-5-(3,3,3-trifluoropropyl)pyrimidin-2-yl]-1H-indole-3-sulfonamide